4-(2-(3-((1R,5S)-3-oxa-7,9-diazabicyclo[3.3.1]nonan-7-yl)azetidin-1-yl)-6-chloro-8-fluoro-4-(piperazin-1-yl)quinazolin-7-yl)benzo[d]thiazol-2-amine [C@H]12COC[C@H](CN(C1)C1CN(C1)C1=NC3=C(C(=C(C=C3C(=N1)N1CCNCC1)Cl)C1=CC=CC3=C1N=C(S3)N)F)N2